C1=C(C=CC2=CC3=CC=C(C=C3C(=C12)O)O)O 2,7,9-anthracenetriol